trichloro(pyridine) gold (III) [Au+3].ClC1=C(C(=NC=C1)Cl)Cl